(S)-2-((6-((4-chloro-2-fluorobenzyl)oxy)-2'-oxo-[2,4'-bipyridyl]-1'(2'H)-yl)methyl)-1-(oxetan-2-ylmethyl)-1H-benzo[d]imidazole-6-carboxylic acid ClC1=CC(=C(COC2=CC=CC(=N2)C2=CC(N(C=C2)CC2=NC3=C(N2C[C@H]2OCC2)C=C(C=C3)C(=O)O)=O)C=C1)F